(R)-5-((((6-(2-chloro-3-(3-chloro-2-(1-methyl-3-(((((S)-oxetan-2-yl)methyl)amino)methyl)-1H-indol-6-yl)pyridin-4-yl)phenyl)-2-methoxypyridin-3-yl)methyl)amino)methyl)pyrrolidin-2-one ClC1=C(C=CC=C1C1=C(C(=NC=C1)C1=CC=C2C(=CN(C2=C1)C)CNC[C@H]1OCC1)Cl)C1=CC=C(C(=N1)OC)CNC[C@H]1CCC(N1)=O